6-(4-chlorophenyl)-5-[4-(4-formyl-1-piperidyl)phenyl]-8,9-dihydro-7H-benzo[7]annulene-2-carboxylic acid ClC1=CC=C(C=C1)C1=C(C2=C(CCC1)C=C(C=C2)C(=O)O)C2=CC=C(C=C2)N2CCC(CC2)C=O